(R)-3-(3,4-dichlorophenyl)-1-ethyl-8-((4-hydroxytetrahydro-2H-pyran-4-yl)methyl)-1,3,8-triazaspiro[4.6]undecane-2,4-dione ClC=1C=C(C=CC1Cl)N1C(N([C@@]2(C1=O)CCN(CCC2)CC2(CCOCC2)O)CC)=O